C(C)(C)(C)OC(=O)N1C[C@@H](CC1)CN1CC2(C1)CCC(CC2)NS(=O)(=O)CCC (S)-3-((7-(Propylsulfonamido)-2-azaspiro[3.5]nonan-2-yl)methyl)pyrrolidine-1-carboxylic acid tert-butyl ester